(S)-2-((8-methoxyphenanthridin-6-yl)methyl)pyrrolidine-1-carboxylic acid tert-butyl ester C(C)(C)(C)OC(=O)N1[C@@H](CCC1)CC=1N=C2C=CC=CC2=C2C=CC(=CC12)OC